F/C=C(\CNC(OC(C)(C)C)=O)/CSC1=CC(=CC=C1)CN1C(CCCCC1)=O tert-butyl (E)-(3-fluoro-2-(((3-((2-oxoazepan-1-yl)methyl)phenyl)thio)-methyl)allyl)carbamate